4-(3-(3-(2-((S)-2-aminocarbonylpyrrolidin-1-yl)pyrimidin-4-yl)ureido)phenyl)piperazine-2-carboxylic acid NC(=O)[C@H]1N(CCC1)C1=NC=CC(=N1)NC(NC=1C=C(C=CC1)N1CC(NCC1)C(=O)O)=O